ClC1=C(C(=O)NCC2=NOC(C2)(C(=O)N[C@@H](CC(C)C)B(O)O)CC)C=C(C=C1)Cl ((1R)-1-(3-((2,5-dichlorobenzamido)methyl)-5-ethyl-4,5-dihydroisoxazole-5-carboxamido)-3-Methylbutyl)boronic acid